(1,6-diazaspiro[3.5]non-6-yl)methanone N1CCC12CN(CCC2)C=O